C(=O)=C1N(C(C=C1)=C=O)CCCCCC(=O)Cl 6-(2,5-dicarbonyl-2,5-dihydro-1H-pyrrol-1-yl)hexanoyl chloride